3,3'-((((3-(2-carboxy-2-(pyrrolidin-3-yl)ethyl)benzyl)azanediyl)bis(methylene))bis(quinazoline-8,2-diyl))bis(2-(pyrrolidin-3-yl)propanoic acid) C(=O)(O)C(CC=1C=C(CN(CC=2C=CC=C3C=NC(=NC23)CC(C(=O)O)C2CNCC2)CC=2C=CC=C3C=NC(=NC23)CC(C(=O)O)C2CNCC2)C=CC1)C1CNCC1